2-(4-chloropyrazolo[4,3-c]pyridin-1-yl)-N,N-dimethyl-acetamide ClC1=NC=CC2=C1C=NN2CC(=O)N(C)C